C(C1=CC=CC=C1)OC1=CC=C(C=C1)NC(=O)C1=C(N(C(=C1)C1=C(C=CC(=C1)F)C(=O)N1CC2=CC=CC=C2C[C@H]1CN1CCOCC1)C)C N-[4-(Benzyloxy)phenyl]-5-(5-fluoro-2-{[(3S)-3-(morpholin-4-ylmethyl)-3,4-dihydroisoquinolin-2(1H)-yl]carbonyl}phenyl)-1,2-dimethyl-1H-pyrrole-3-carboxamide